(5-Hydroxy-5H-benzo[c]thieno[2,3-e][1,2]oxaborinin-2-yl)(4-(4-methoxyphenyl)piperazin-1-yl)methanone OB1OC2=C(C3=C1C=CC=C3)SC(=C2)C(=O)N2CCN(CC2)C2=CC=C(C=C2)OC